Hexenoic acid CCC/C=C/C(=O)O